ISOAMYL PHENETHYL ETHER C(CC1=CC=CC=C1)OCCC(C)C